4-[3-(methoxymethyl)-7-methylsulfonyl-2,3-dihydro-1,4-benzodioxin-5-yl]-2-methylisoquinolin-1-one COCC1OC2=C(OC1)C=C(C=C2C2=CN(C(C1=CC=CC=C21)=O)C)S(=O)(=O)C